NC1=CC(=C(C=C1)C(=O)C1=CC=C(C=C1)N)C(F)(F)F (4-amino-2-(trifluoromethyl)phenyl)(4-aminophenyl)methanone